FCC1(CC1)S(=O)(=O)C1(CC1)COCC1=CC=CC=C1 (((1-((1-(fluoromethyl)cyclopropyl)sulfonyl)cyclopropyl)methoxy)methyl)benzene